C(N)(=O)C=1C=CC=NC1F 5-carbamoyl-6-fluoropyridin